BrC=1C(=NN(C1)CC(COC)O[Si](C)(C)C(C)(C)C)C 4-bromo-1-(2-((tert-butyldimethylsilyl)oxy)-3-methoxypropyl)-3-methyl-1H-pyrazole